C(C1=CC=CC=C1)C1=CN=C(S1)C1C(=NN(C(C1)=O)C)C(=O)N (5-benzylthiazol-2-yl)-1-methyl-6-oxo-1,4,5,6-tetrahydropyridazine-3-carboxamide